Cl.FC=1C(=CC=2C3=C(C=NC2C1)N(C(C31CCC1)=O)C)C=1C=C(C(=NC1)OCCCN1CCC(CC1)F)NS(=O)(=O)C N-(5-(7'-Fluoro-3'-methyl-2'-oxo-2',3'-dihydrospiro[cyclobutane-1,1'-pyrrolo[2,3-c]quinolin]-8'-yl)-2-(3-(4-fluoropiperidin-1-yl)propoxy)pyridin-3-yl)methanesulfonamide hydrochloride